BrC=1C=C(C=CC1)C(C(=O)OC)(CCCC1(CC1)CO[Si](C)(C)C(C)(C)C)C methyl 2-(3-bromophenyl)-5-(1-(((tert-butyldimethylsilyl) oxy)methyl)cyclopropyl)-2-methylpentanoate